C[Si](C)(C)N([Si](C)(C)C)[Na] [bis(trimethyl-silyl)amino]sodium